[Si](C)(C)(C(C)(C)C)CC=1C=C(C=CC1)CN\C(=N/C#N)\C1=CN=C2N1N=C(C=C2)N2[C@H](CCC2)C2=C(C=CC(=C2)F)SC (Z)-N-({3-[(tert-butyldimethylsilyl)methyl]phenyl}methyl)-N'-cyano-6-[(2R)-2-[5-fluoro-2-(methylsulfanyl)phenyl]pyrrolidin-1-yl]imidazo[1,2-b]pyridazine-3-carboximidamide